COC([C@@H](NC(=O)ON1C(CCC1=O)=O)CCC(=O)OC)=O (((2,5-dioxopyrrolidin-1-yl)oxy)carbonyl)-L-glutamic acid-dimethyl ester